(S)-1-[2-(Benzo[d]isoxazol-3-yl)phenyl]-2-(6-methylpyridine-2-yl)ethan-1-amine O1N=C(C2=C1C=CC=C2)C2=C(C=CC=C2)[C@H](CC2=NC(=CC=C2)C)N